[Ca+2].O=C(C(=O)[O-])CCC(=O)[O-] ketoglutarate calcium salt